O1C2(OCC1)CCC=1C(=NC=NC1C2)N2C[C@@H](CCC2)NC2=NC=C(C(=N2)OC2COC2)C(F)(F)F (R)-N-(1-(5,8-dihydro-6H-spiro[quinazolin-7,2'-[1,3]dioxolan]-4-yl)piperidin-3-yl)-4-(oxetan-3-yloxy)-5-(trifluoromethyl)pyrimidin-2-amine